ClC=1C(=NN(C1NC(C1=CN=C(C=C1)C(F)(F)F)=O)C)C(F)(F)F N-(4-chloro-1-methyl-3-(trifluoromethyl)-1H-pyrazol-5-yl)-6-(trifluoromethyl)nicotinamide